1-(5-methyl-1,2,3,6,7,8-hexahydrocyclopenta[1,2-d]pyrrolo[4,3-b]pyridin-2-yl)-2-{1-[2-(trifluoromethyl)pyridin-4-yl]azetidin-3-yl}ethan-1-one CC1=C2C(=C3C(=N1)CN(C3)C(CC3CN(C3)C3=CC(=NC=C3)C(F)(F)F)=O)CCC2